S1C(=CC=C1)[Cu]C#N.[Li] Lithium 2-thienyl-(cyano)copper